N(=[N+]=[N-])C[C@@H]1C(N([CH-]O1)C1=CC(=C(C=C1)N1CCOCC1)F)=O (R)-5-(azidomethyl)-3-[3-fluoro-4-(4-morpholinyl)phenyl]-2-oxazolidone